NC1=C2C(=NC(=N1)Cl)N(N=C2)CC=2C=C(C=C(C2)Br)CCN2C(C=CC(=C2)CO)=O 1-(3-((4-amino-6-chloro-1H-pyrazolo[3,4-d]pyrimidin-1-yl)methyl)-5-bromophenyl-ethyl)-5-(hydroxymethyl)pyridin-2(1H)-one